N-(4-(sec-butyl)phenyl)-1-(methylsulfonyl)piperidine-4-carboxamide C(C)(CC)C1=CC=C(C=C1)NC(=O)C1CCN(CC1)S(=O)(=O)C